FC=1C=CC(=NC1C)C1=NNC=C1C1=NC2=CC(=CN=C2C=C1)C1=NN2C(CNCC2)=C1 2-[3-(5-fluoro-6-methyl-2-pyridyl)-1H-pyrazol-4-yl]-7-(4,5,6,7-tetrahydropyrazolo[1,5-a]pyrazin-2-yl)-1,5-naphthyridine